3-(3-((6-phenethoxypyridin-3-yl)methyl)isoxazol-5-yl)pyridin-2-amine C(CC1=CC=CC=C1)OC1=CC=C(C=N1)CC1=NOC(=C1)C=1C(=NC=CC1)N